N-(4-fluoro-2-nitrophenyl)-6-methylpyridin-3-amine FC1=CC(=C(C=C1)NC=1C=NC(=CC1)C)[N+](=O)[O-]